C1(CC1)[C@@H](N1C[C@]2(CCN3N=C(C=C32)C=3C=C(C(=NC3)N)OC(F)(F)F)CC1)C=1NC=CN1 5-{(3R)-1-[(R)-cyclopropyl(1H-imidazol-2-yl)methyl]-5',6'-dihydrospiro[pyrrolidine-3,4'-pyrrolo[1,2-b]pyrazol]-2'-yl}-3-(trifluoromethoxy)pyridin-2-amine